FC1(CC(C1)N(C(OC(C)(C)C)=O)C1CN(CC1)C=1N=NC(=CC1)C1=C(C=C(C=C1)C1=CN=NC(=C1)OC)OCOC)F tert-butyl (3,3-difluorocyclobutyl)(1-(6-(2-(methoxymethoxy)-4-(6-methoxypyridazin-4-yl)phenyl)pyridazin-3-yl)pyrrolidin-3-yl)carbamate